N-(2-cyclopropyl-6-nitroquinolin-5-yl)-N-methylmethanesulfonamide C1(CC1)C1=NC2=CC=C(C(=C2C=C1)N(S(=O)(=O)C)C)[N+](=O)[O-]